sec-butylmagnesium bromide format C(=O)O.C(C)(CC)[Mg]Br